(S)-2-amino-3-(4-(5-(4-(trifluoromethoxy)phenyl)-1,2,4-oxadiazol-3-yl)phenyl)propanoic acid hydrochloride Cl.N[C@H](C(=O)O)CC1=CC=C(C=C1)C1=NOC(=N1)C1=CC=C(C=C1)OC(F)(F)F